4-(1,2,3,4-tetrahydroquinolin-8-yloxy)-N-[(3S)-piperidin-3-yl]-5-(trifluoromethyl)pyrimidin-2-amine N1CCCC2=CC=CC(=C12)OC1=NC(=NC=C1C(F)(F)F)N[C@@H]1CNCCC1